[S].C(C)(C)C1=CC=CC=C1 4-isopropylbenzene sulfur